Imidazo[1,2-a]pyrimidine-6-carboxylic acid 4-(piperazine-1-sulfonyl)-benzylamide N1(CCNCC1)S(=O)(=O)C1=CC=C(CNC(=O)C=2C=NC=3N(C2)C=CN3)C=C1